3-[4-[3,3-difluoro-1-(4-piperidylmethyl)-4-piperidyl]-3-fluoro-anilino]piperidine-2,6-dione FC1(CN(CCC1C1=C(C=C(NC2C(NC(CC2)=O)=O)C=C1)F)CC1CCNCC1)F